N1CCC(CC1)CCO 2-(piperidin-4-yl)-1-ethanol